3-methoxy-5-propylphenol COC=1C=C(C=C(C1)CCC)O